NC=1C=C(C2=C(N=C(O2)C2=CC=CC=C2)C1)COC1=C(C=C(C[C@H](N)C(=O)O)C=C1Cl)Cl O-[(5-amino-2-phenyl-1,3-benzoxazol-7-yl)methyl]-3,5-dichloro-L-tyrosine